(2S,3S,4S,5R)-4-[[3-[6-(Difluoromethyl)-2-methoxy-3-pyridyl]-4,5-dimethyl-5-(trifluoromethyl)tetrahydrofuran-2-carbonyl]amino]pyridin-2-carboxamid FC(C1=CC=C(C(=N1)OC)[C@H]1[C@H](O[C@]([C@H]1C)(C(F)(F)F)C)C(=O)NC1=CC(=NC=C1)C(=O)N)F